C(C)(C)(C)OC(=O)N1N=C(C2=NC(=CC=C21)C(F)(F)F)Br 3-bromo-5-(trifluoromethyl)-1H-pyrazolo[4,3-b]pyridine-1-carboxylic acid tert-butyl ester